C(C)O[Si](CCCS)(OCCOCCOCCOCCOCCOCCCCCCCCCCCCC)OCCOCCOCCOCCOCCOCCCCCCCCCCCCC 3-[ethoxybis(3,6,9,12,15-pentoxaoctacosane-1-yloxy)silyl]-1-propanethiol